CC12C(\C(\C(CC1)C2(C)C)=C\C2=CC=C(C=C2)S(=O)(=O)O)=O 4-[(E)-(4,7,7-trimethyl-3-oxobicyclo[2.2.1]hept-2-ylidene)methyl]benzenesulfonic Acid